Methyl 3-[(1-cyclopropyl-ethyl) benzamido]-2-fluorobenzoate C1(CC1)C(C)C1=C(C(=O)NC=2C(=C(C(=O)OC)C=CC2)F)C=CC=C1